[4-methyl-3-[[3-(9-tetrahydropyran-2-ylpurin-6-yl)-2-pyridyl]amino]phenyl]pyrazole-3-carboxamide CC1=C(C=C(C=C1)C=1C(=NNC1)C(=O)N)NC1=NC=CC=C1C1=C2N=CN(C2=NC=N1)C1OCCCC1